FC1C(C1C=1N=NNC1)F difluorocyclopropyl-triazole